2-[6-(5-bromo-2-chloropyrimidin-4-yl)-1-oxo-2,3-dihydro-1H-isoindol-2-yl]-N-[(1S,2S)-2-hydroxy-1-phenylpropyl]acetamide BrC=1C(=NC(=NC1)Cl)C1=CC=C2CN(C(C2=C1)=O)CC(=O)N[C@H]([C@H](C)O)C1=CC=CC=C1